FC1=C2C(=NC(=N1)N)N(N=C2I)C(C)C 4-fluoro-3-iodo-1-isopropyl-1H-pyrazolo[3,4-d]pyrimidin-6-amine